ClC1=CC(=CC(=N1)C=O)C(F)(F)F 6-chloro-4-(trifluoromethyl)pyridinecarbaldehyde